7-(2,2-difluoroethoxy)-3-iodo-1,8-naphthyridin-2(1H)-one FC(COC1=CC=C2C=C(C(NC2=N1)=O)I)F